CC1=NC=CC(=C1)C=1NC2=CC=C(C=C2C1)C1=CC(=NC=C1)N1CCOCC1 4-(4-(2-(2-methylpyridin-4-yl)-1H-indol-5-yl)pyridin-2-yl)morpholine